FC1=CC=C(C=C1)CC(CC=C)O 1-(4-fluorophenyl)pent-4-en-2-ol